4-(Phenylseleno)butyronitrile C1(=CC=CC=C1)[Se]CCCC#N